N[C@@H](CCCCNC(OC(C)(C)C)=O)C=1OC(=NN1)C Tert-butyl (S)-(5-amino-5-(5-methyl-1,3,4-oxadiazol-2-yl)pentyl)carbamate